The molecule is a monomethoxyflavone that is myricetin in which the hydroxy group at position 7 is substituted by a methoxy group. It has a role as a plant metabolite. It is a pentahydroxyflavone and a monomethoxyflavone. It derives from a myricetin. COC1=CC(=C2C(=C1)OC(=C(C2=O)O)C3=CC(=C(C(=C3)O)O)O)O